[C-]#N.C(CCCCCCCCCCC)[NH+]1C=C(C=C1)CCC 1-Dodecyl-3-propylpyrrolium cyanide